NC=1SC=CC1N 2,3-diaminothiophene